(S)-(3-((1-(6-(2-(ethyl(isopropyl)carbamoyl)-4-fluorophenoxy)-1,2,4-triazine-5-yl)pyrrolidin-3-yl)methyl)-3-azaspiro[5.5]undecane-9-yl)methylcarbamate C(C)N(C(=O)C1=C(OC2=C(N=CN=N2)N2C[C@@H](CC2)CN2CCC3(CC2)CCC(CC3)CNC([O-])=O)C=CC(=C1)F)C(C)C